NC=1C(=C(C(=CC1)C)C1=CC2=C(N=C(N=C2)NC)N2C1=NCC2)F 6-(3-amino-2-fluoro-6-methylphenyl)-N-methyl-8,9-dihydroimidazo[1',2':1,6]pyrido[2,3-d]pyrimidin-2-amine